[Si](C)(C)(C(C)(C)C)OCC1[C@H]2CN(C[C@@H]12)CC(F)(F)F (1R,5S,6S)-6-[[(tert-butyldimethylsilyl)oxy]methyl]-3-(2,2,2-trifluoroethyl)-3-azabicyclo[3.1.0]hexane